(R)-1-(2-benzoxazolyl)-1-(p-tolyl)-1-ethanol O1C(=NC2=C1C=CC=C2)[C@](C)(O)C2=CC=C(C=C2)C